COC1=C(C(=O)N(C2CCN(CC2)C)C)C=CC(=C1)C1=NC(=CN=C1)C=1SC=C(C1)NC(CCCC)=O 2-methoxy-N-methyl-N-(1-methylpiperidin-4-yl)-4-(6-(4-pentanamidothiophen-2-yl)pyrazin-2-yl)benzamide